C=C1ON(OC1)CCCC(=O)O 4-(3-methylene-2,5-dioxapyrrolidin-1-yl)butyric acid